FC1=C(C=CC(=C1)F)[C@](C)(N)C=1C=NC(=NC1)C=1CCN(CC1)C1=NC=NN2C1=CC(=C2)C=2C=NN(C2)CC (R)-1-(2,4-difluorophenyl)-1-(2-(1-(6-(1-ethyl-1H-pyrazol-4-yl)pyrrolo[2,1-f][1,2,4]triazin-4-yl)-1,2,3,6-tetrahydropyridin-4-yl)pyrimidin-5-yl)ethan-1-amine